6-cyclopropylpyrimidine C1(CC1)C1=CC=NC=N1